FC1=C(C=CC(=C1NC([C@@H](C)OC)=O)F)NC(C1=CC=CC=C1)=O N-(2,4-difluoro-3-((R)-2-methoxypropionamido)phenyl)benzamide